gamma-(2,3-epoxypropoxy)-propylmethyldimethoxysilane C(C1CO1)OCCC[Si](OC)(OC)C